FC(OC=1C=CC(=C(C1)N1C(N(C2=C1C=CC(=C2)C(=O)N[C@@]2(CS(CC2)(=O)=O)C)C(C)C)=O)F)F (S)-1-(5-(Difluoromethoxy)-2-fluorophenyl)-3-isopropyl-N-(3-methyl-1,1-dioxidotetrahydrothiophen-3-yl)-2-oxo-2,3-dihydro-1H-benzo[d]imidazole-5-carboxamide